[Fe].[Mn].[Na].[Li] lithium-sodium-manganese-iron